(E)-3-(3-(benzylamino)phenyl)-N-(3-chloro-4-methylphenyl)acrylamide C(C1=CC=CC=C1)NC=1C=C(C=CC1)/C=C/C(=O)NC1=CC(=C(C=C1)C)Cl